(2r,3r,4r,5s)-3,4,5-tris(benzyloxy)-2-((benzyloxy)methyl)-1-(3-fluorophenethyl)piperidine C(C1=CC=CC=C1)O[C@@H]1[C@H](N(C[C@@H]([C@H]1OCC1=CC=CC=C1)OCC1=CC=CC=C1)CCC1=CC(=CC=C1)F)COCC1=CC=CC=C1